N-(2-aminoethyl)[4-(2-phenylethynyl)phenyl]carboxamide NCCNC(=O)C1=CC=C(C=C1)C#CC1=CC=CC=C1